2-Chloro-4-(8-(4-(4-((1-(2-(2,6-dioxopiperidin-3-yl)-1,3-dioxoisoindolin-5-yl)azetidin-3-yl)methyl)piperazine-1-carbonyl)phenyl)-3-methyl-2,8-diazaspiro[4.5]decan-2-yl)benzonitrile ClC1=C(C#N)C=CC(=C1)N1CC2(CC1C)CCN(CC2)C2=CC=C(C=C2)C(=O)N2CCN(CC2)CC2CN(C2)C=2C=C1C(N(C(C1=CC2)=O)C2C(NC(CC2)=O)=O)=O